C(=C)C1=CC=C(C=C1)P([O-])(=O)[O-] 4-vinylbenzenephosphonate